3,3-Diethoxy-2-formylpropionitrile Potassium Salt [K].C(C)OC(C(C#N)C=O)OCC